BrC1=CC=C2C3=C(NC2=C1)N=CN=C3N[C@@H]3CC[C@H](CC3)N3CCOCC3 7-bromo-N-(trans-4-morpholinocyclohexyl)-9H-pyrimido[4,5-b]indol-4-amine